(S)-tetrahydrofuran-3-yl (1-(5-(3-cyano-6-ethoxypyrazolo[1,5-a]pyridin-4-yl)pyridin-2-yl)-methylpiperidin-4-yl)carbamate C(#N)C=1C=NN2C1C(=CC(=C2)OCC)C=2C=CC(=NC2)N2C(CC(CC2)NC(O[C@@H]2COCC2)=O)C